2-[3-(piperidin-4-yloxy)azetidin-1-yl]Pyridine N1CCC(CC1)OC1CN(C1)C1=NC=CC=C1